FC1=CC=C(CN2C=CC3=C(C=C(C=C23)C2=CN(C3=C(N=CC=C32)OC)C)NS(=O)(=O)C)C=C1 N-(1-(4-fluorobenzyl)-6-(7-methoxy-1-methyl-1H-pyrrolo[2,3-c]pyridin-3-yl)-1H-indol-4-yl)methanesulfonamide